sodium para-aminobenzenesulfonate NC1=CC=C(C=C1)S(=O)(=O)[O-].[Na+]